C1(CCC1)[C@@H](C1=C(C=C(C=C1)F)F)C1N(C(C2=CC=C(C=C12)C(=O)N)=O)C1C(NC(CC1)=O)=O ((S)-cyclobutyl(2,4-difluorophenyl)methyl)-2-(2,6-dioxopiperidin-3-yl)-1-oxoisoindoline-5-carboxamide